BrC=1C=C2C(=CN1)N(N=C2C)C 5-bromo-1,3-dimethyl-pyrazolo[3,4-c]pyridine